6-chloro-2-(4-methoxybenzyl)-4-(3-methylpyridin-4-yl)-2H-pyrazolo[4,3-c]Pyridine-7-carboxamide ClC1=C(C=2C(C(=N1)C1=C(C=NC=C1)C)=CN(N2)CC2=CC=C(C=C2)OC)C(=O)N